cis-tert-butyl (4-(phenylamino)cyclohexyl)carbamate C1(=CC=CC=C1)N[C@H]1CC[C@H](CC1)NC(OC(C)(C)C)=O